3-(4-{1,4-dioxaspiro[4.5]decan-8-ylamino}-1-oxo-3H-isoindol-2-yl)piperidine-2,6-dione O1CCOC12CCC(CC2)NC2=C1CN(C(C1=CC=C2)=O)C2C(NC(CC2)=O)=O